tert-butyl 4-(5-fluoro-1-{[2-(trimethylsilyl)ethoxy]methyl}pyrazolo[3,4-b]pyridin-3-yl)-3,6-dihydro-2H-pyridine-1-carboxylate FC=1C=C2C(=NC1)N(N=C2C=2CCN(CC2)C(=O)OC(C)(C)C)COCC[Si](C)(C)C